CC1=C[C@@H]2[C@](CC[C@H]3[C@]2(CC[C@@H](C3(C)C)OC(=O)C)C=O)([C@]4([C@@]1(C(=C(C4=O)C)O)C)C(=O)OC)C The molecule is a 19-oxo steroid that is that is andrastin B in which the hydroxy group at position 19 has been oxidised to give the corresponding aldehyde. A farnesyltransferase inhibitor produced by Penicillium roqueforti, a filamentous fungus involved in the ripening of several kinds of blue cheeses. It has a role as an EC 2.5.1.58 (protein farnesyltransferase) inhibitor and a Penicillium metabolite. It is an acetate ester, a 5beta steroid, a 19-oxo steroid, a 15-hydroxy steroid, an enol, a 17-oxo steroid, a meroterpenoid, a methyl ester and a steroid aldehyde. It derives from an andrastin B. It is a conjugate acid of an andrastin A(1-).